(3S)-3-cyclopropyl-1-[2-(1-methylpyrazol-4-yl)-1H-pyrrolo[2,3-b]pyridin-4-yl]-2-oxopyrrolidine-3-carbonitrile C1(CC1)[C@]1(C(N(CC1)C1=C2C(=NC=C1)NC(=C2)C=2C=NN(C2)C)=O)C#N